C(CCCCCCC\C=C/CCCCCCCC)(=O)OC=C(CC1N(CCNC1)C)OC(CCCCCCC\C=C/CCCCCCCC)=O 1,2-Dioleoyloxy-3-(N-methylpiperazinyl)propaneN